COC1=C(C=CC(=C1)OC)CN(C1=NC(=CC(=C1NC(COCC)=O)NCC(C)(C)O)C)CC1=C(C=C(C=C1)OC)OC N-[2-[bis[(2,4-dimethoxyphenyl)methyl]amino]-4-[(2-hydroxy-2-methyl-propyl)amino]-6-methyl-3-pyridyl]-2-ethoxy-acetamide